(2-((5-chloro-2-((3-methyl-4-(7-(methylamino)-2-azaspiro[3.5]nonan-2-yl)phenyl)amino)pyrimidin-4-yl)amino)phenyl)dimethylphosphine oxide ClC=1C(=NC(=NC1)NC1=CC(=C(C=C1)N1CC2(C1)CCC(CC2)NC)C)NC2=C(C=CC=C2)P(C)(C)=O